3-(2-chloro-4'-(2-oxopyrimidin-1(2H)-yl)-[1,1'-biphenyl]-3-yl)piperidine-2,6-dione ClC1=C(C=CC=C1C1C(NC(CC1)=O)=O)C1=CC=C(C=C1)N1C(N=CC=C1)=O